methyl 2-[[4-[6-[(5-bromothiazol-2-yl)methoxy]-2-pyridyl]-2,5-difluoro-phenyl]methyl]-3-[[(2S)-oxetan-2-yl]methyl]benzimidazole-5-carboxylate BrC1=CN=C(S1)COC1=CC=CC(=N1)C1=CC(=C(C=C1F)CC=1N(C2=C(N1)C=CC(=C2)C(=O)OC)C[C@H]2OCC2)F